4-chloro-N-[3-[2-(4-fluoroanilino)-1-methyl-2-oxo-ethyl]-1-bicyclo[1.1.1]pentanyl]pyridin-1-ium-2-carboxamide ClC1=CC(=[NH+]C=C1)C(=O)NC12CC(C1)(C2)C(C(=O)NC2=CC=C(C=C2)F)C